C(C)(C)(C)OC(=O)NCCC=1SC(=C(N1)C)C(=O)OCC ethyl 2-(2-{[(tert-butoxy) carbonyl] amino} ethyl)-4-methyl-1,3-thiazole-5-carboxylate